C1(=CC=CC=C1)C#CCN1C=2N(CC(C1)CNC(OC(C)(C)C)=O)N=CC2 tert-butyl ((4-(3-phenylprop-2-yn-1-yl)-4,5,6,7-tetrahydropyrazolo[1,5-a]pyrimidin-6-yl)methyl)carbamate